C(C)(=O)NC1=NC=CC(=C1)OC1=C(C=C(C=C1)NC(=O)C1=NC=2N(C(=C1)C1=CC=NC=C1)N=CC2)F N-{4-[2-(acetylamino)pyridin-4-yloxy]-3-fluorophenyl}-7-(4-pyridyl)pyrazolo[1,5-a]pyrimidine-5-carboxamide